oxane-3-carbaldehyde O1CC(CCC1)C=O